N-(phosphoryl-methyl)glycine P(=O)#CNCC(=O)O